C(C)S(=O)(=O)C1=CC2=C(N(C(N2C)=O)C)C=C1C1=NC2=C(N1C)C=CC(=C2)SC(F)(F)F 5-ethylsulfonyl-1,3-dimethyl-6-[1-methyl-5-(trifluoromethylsulfanyl)benzimidazol-2-yl]benzimidazol-2-one